COP(=O)(OC)CCNC(OC(C)(C)C)=O tert-butyl (2-(dimethoxyphosphoryl)ethyl)carbamate